FC=1C=C(C=C(C1)F)N1C(N=C2C(C1=O)=CC=CN2)=O 3,5-difluorophenyl-pyrido[2,3-d]pyrimidine-2,4(3H,8H)-dione